2-((1H-pyrrolo[2,3-b]pyridin-5-yl)oxy)-4-(4-((6-(4-chlorophenyl)spiro[3.5]non-6-en-7-yl)methyl)piperazin-1-yl)-N-(naphthalene-2-ylsulfonyl)benzamide N1C=CC=2C1=NC=C(C2)OC2=C(C(=O)NS(=O)(=O)C1=CC3=CC=CC=C3C=C1)C=CC(=C2)N2CCN(CC2)CC2=C(CC1(CCC1)CC2)C2=CC=C(C=C2)Cl